COC=1C=C2[C@]3(C(NC2=CC1)=O)[C@@H](C3)C3=CC=C1C(=NNC1=C3)NC3=NC(=NC=C3OCC(F)(F)F)C (1R,2S)-5'-methoxy-2-(3-{[2-methyl-5-(2,2,2-trifluoroethoxy)pyrimidin-4-yl]amino}-1H-indazol-6-yl)spiro[cyclopropane-1,3'-indol]-2'(1'H)-one